C(C)(C)(C)OC(=O)N1S(C2=C(C1)C=CC=C2)(=O)=O benzo[d]isothiazole-2(3H)-carboxylic acid tert-butyl ester 1,1-dioxide